C1(CC1)C1=NC(=CC(=C1)C1=C(C=C(C=C1)F)C=1N(C=C(N1)C#N)C)N1C=NC2=C(C1=O)NC(=C2)CN[C@H](COC)C 2-[2-[2-cyclopropyl-6-[6-[[[(2S)-1-methoxypropan-2-yl]amino]methyl]-4-oxo-5H-pyrrolo[3,2-d]pyrimidin-3-yl]pyridin-4-yl]-5-fluorophenyl]-1-methylimidazole-4-carbonitrile